C1=C(C=C(C(=C1O)O)O)C(=O)OC[C@@H]2[C@H]([C@@H]([C@H]([C@@H](O2)OC(=O)C3=CC(=C(C(=C3)O)O)O)O)OC(=O)C4=CC(=C(C(=C4)O)O)O)O 1,3,6-tri-O-galloyl-beta-D-glucose